2-methyl-2-(methylthio)propanoic acid CC(C(=O)O)(C)SC